N-benzyl-1-(hydroxymethyl)indane-1-carboxamide C(C1=CC=CC=C1)NC(=O)C1(CCC2=CC=CC=C12)CO